2-(1-(2-cyanoethyl)-3-(1-methyl-1H-pyrazolo[4,3-c]pyridin-7-yl)-2,4-dioxo-1,2,3,4-tetrahydrothieno[3,2-d]pyrimidin-6-yl)benzonitrile C(#N)CCN1C(N(C(C2=C1C=C(S2)C2=C(C#N)C=CC=C2)=O)C=2C1=C(C=NC2)C=NN1C)=O